1-(butylsulfanyl)butane C(CCC)SCCCC